C(C#CC)C(C(=O)OC)(C(=O)OC)CC#CC dimethyl 2,2-bis(but-2-ynyl)propanedioate